FC=1C(=C(C=CC1)C=CC(=O)O)OC 3-(3-fluoro-2-methoxyphenyl)acrylic acid